Cl[C@@]1(OC2=C([C@@H](C1)O)C=CC=C2)C(=O)NC21CC(C2)(C1)C=1N=CN(C1)[C@@H]1C[C@@H](C1)OC(F)(F)F (2R,4R)-chloro-4-hydroxy-N-(3-{1-[cis-3-(trifluoromethoxy)cyclobutyl]-1H-imidazol-4-yl}bicyclo[1.1.1]pentan-1-yl)-3,4-dihydro-2H-1-benzopyran-2-carboxamide